morpholinethanesulfonic acid N1(CCOCC1)CCS(=O)(=O)O